4-[2-(5-Chloro-2-hydroxyphenyl)acetamido]-N-[(1s,2s)-2-hydroxycyclohexyl]pyridin ClC=1C=CC(=C(C1)CC(=O)NC1=CCN(C=C1)[C@@H]1[C@H](CCCC1)O)O